(3S)-3-[5-[4-[[1-[5-[(1S,2S)-4,4-difluoro-6-hydroxy-2-phenyl-tetralin-1-yl]-2-pyridyl]-4-piperidyl]methyl]piperazin-1-yl]-1-oxo-isoindolin-2-yl]piperidine-2,6-dione FC1(C[C@@H]([C@@H](C2=CC=C(C=C12)O)C=1C=CC(=NC1)N1CCC(CC1)CN1CCN(CC1)C=1C=C2CN(C(C2=CC1)=O)[C@@H]1C(NC(CC1)=O)=O)C1=CC=CC=C1)F